N,N-dimethylethyl-ammonium bisulfate S([O-])(O)(=O)=O.C[NH+](C)CC